BrC=1C2(C3=CC=C(C(=C3C1)F)F)CCC(CC2)(C(=O)O)NC2=CC(=CC=C2)Cl bromo-4-(3-chloroanilino)-4',5'-difluorospiro[cyclohexane-1,1'-indene]-4-carboxylic acid